3,5-difluoro-4-hydroxy-benzoic acid FC=1C=C(C(=O)O)C=C(C1O)F